ethyl 3-cyano-2,6-dimethyl-pyrazolo[1,5-a]pyrimidine-7-carboxylate C(#N)C=1C(=NN2C1N=CC(=C2C(=O)OCC)C)C